di(n-butyl)tin C(CCC)[Sn]CCCC